1-(1-(2-chlorobenzyl)piperidine-4-yl)-2-methylpropan-1-one ClC1=C(CN2CCC(CC2)C(C(C)C)=O)C=CC=C1